3-(4-Aminophenyl)-5-(3-chlorophenyl)-1H-pyrazole NC1=CC=C(C=C1)C1=NNC(=C1)C1=CC(=CC=C1)Cl